10,10'-(3',4'-bis(3-(benzo[d]thiazol-2-yl)phenyl)-[1,1':2',1''-terphenyl]-4,4''-diyl)bis(10H-phenoxazine) S1C(=NC2=C1C=CC=C2)C=2C=C(C=CC2)C2=C(C(=CC=C2C2=CC(=CC=C2)C=2SC1=C(N2)C=CC=C1)C1=CC=C(C=C1)N1C2=CC=CC=C2OC=2C=CC=CC12)C1=CC=C(C=C1)N1C2=CC=CC=C2OC=2C=CC=CC12